3-((2S)-3-(8-(4-(2H-tetrazol-5-yl)phenylsulfonyl)-1-oxa-8-azaspiro[4.5]decan-3-ylamino)-2-hydroxypropoxy)-N-methylbenzenesulfonamide N=1NN=NC1C1=CC=C(C=C1)S(=O)(=O)N1CCC2(CC(CO2)NC[C@@H](COC=2C=C(C=CC2)S(=O)(=O)NC)O)CC1